ClC=1C(=CC=C2C=CC=C(C12)C=1C(=CC2=C(N=C(N=C2N2[C@@H]3CCN([C@@H]3C2)C(C=C)=O)OC[C@H]2N(CCC2)C)N1)F)F 1-((1R,5R)-6-(7-(8-chloro-7-fluoronaphthalen-1-yl)-6-fluoro-2-(((S)-1-methylpyrrolidin-2-yl)methoxy)pyridino[2,3-d]pyrimidin-4-yl)-2,6-diazabicyclo[3.2.0]hept-2-yl)prop-2-en-1-one